(R)-N-(2-((7-bromo-2-chloroquinazolin-4-yl)amino)-2-methylhexyl)-1-methyl-1H-pyrazole-4-carboxamide BrC1=CC=C2C(=NC(=NC2=C1)Cl)N[C@@](CNC(=O)C=1C=NN(C1)C)(CCCC)C